6-chloro-8-(2,4-difluorophenyl)-2,3-dimethyl-pyrido[3,2-d]pyrimidin-4-one ClC=1C=C(C=2N=C(N(C(C2N1)=O)C)C)C1=C(C=C(C=C1)F)F